COC=1C=C2C(=CC=NC2=CC1)OC1CCN(CC1)CC(=O)N1[C@@H](CCC1)C#N (2S)-1-[2-[4-[(6-methoxy-4-quinolinyl)oxy]-1-piperidinyl]acetyl]pyrrolidine-2-carbonitrile